[O-]P([O-])(=O)OP(=O)([O-])[O-].[Fe+3].C(CC(O)(C(=O)[O-])CC(=O)[O-])(=O)[O-].[Fe+3].[NH4+] Ammonium iron(III) citrate Iron(III) pyrophosphate